O1C[C@@H](CCC1)C1=CC(=NN1)NC1=CN=CC(=N1)OC1CCN(CC1)C(=O)OC(C)(C)C tert-butyl (S)-4-((6-((5-(tetrahydro-2H-pyran-3-yl)-1H-pyrazol-3-yl)amino)pyrazin-2-yl)oxy)piperidine-1-carboxylate